ClC1=CC=C(C=N1)S(=O)(=O)N1CC(CC1)C(=O)N1CCN(CC1)C1=CC=NC2=CC=CC=C12 (1-((6-Chloropyridin-3-yl)sulfonyl)pyrrolidin-3-yl)(4-(quinolin-4-yl)piperazin-1-yl)methanone